ClC1=C(C=CC(=C1)C(=O)N1[C@H]([C@@H](N(CC1)C1=CC(=CC=C1)Cl)C)C)SCC(=O)OCC |r| (±)-ethyl 2-((2-chloro-4-(4-(3-chlorophenyl)-trans-2,3-dimethylpiperazine-1-carbonyl)phenyl)thio)acetate